ClC1=C2CCN([C@@H](C2=C(C=C1)OCC1=NOC(=N1)C(C)C)CN1C(CCC1)=O)C(=O)[C@H]1[C@H](CCCC1)C(=O)O (1S,2r)-2-((S)-5-chloro-8-((5-isopropyl-1,2,4-oxadiazol-3-yl)methoxy)-1-((2-oxopyrrolidin-1-yl)methyl)-1,2,3,4-tetrahydroisoquinoline-2-carbonyl)cyclohexane-1-carboxylic acid